NC1=C(N=CC2=C(C(=CC=C12)F)C=1C(=NC=NC1)C)C(=O)NCCC 4-amino-7-fluoro-8-(4-methylpyrimidin-5-yl)-N-propylisoquinoline-3-carboxamide